methyl 6-[[[5-[(3-amino-6-phenyl-2-pyridyl) amino]-2-pyridyl]-[(2,4-dimethoxyphenyl)methyl]amino]methyl]spiro[3.3]heptane-2-carboxylate NC=1C(=NC(=CC1)C1=CC=CC=C1)NC=1C=CC(=NC1)N(CC1=C(C=C(C=C1)OC)OC)CC1CC2(CC(C2)C(=O)OC)C1